FC=1C=C(CC=2NC(=NN2)C(=O)NC2=NC=CC(=C2)C2=C(C=CC(=C2)OCCCC(C)(C)O)C(F)(F)F)C=CC1 5-(3-fluorobenzyl)-N-(4-(5-((4-hydroxy-4-methylpentyl)oxy)-2-(trifluoromethyl)phenyl)pyridin-2-yl)-4H-1,2,4-triazole-3-carboxamide